(E)-(RS)-1-(4-chlorophenyl)-4,4-dimethyl-2-(1H-1,2,4-triazole-1-yl)-pent-1-ene-3-ol ClC1=CC=C(C=C1)\C=C(/[C@@H](C(C)(C)C)O)\N1N=CN=C1 |r|